N-[2-(2-chlorophenyl)ethyl]-2-[1-[(4-methylphenyl)methyl]-5-oxopyrrolidin-2-yl]acetamid ClC1=C(C=CC=C1)CCNC(CC1N(C(CC1)=O)CC1=CC=C(C=C1)C)=O